CC(CC(=O)NC1=CC=CC=C1)CCCC=1SC=CC1 3-methyl-N-phenyl-6-(thien-2-yl)hexanamide